4-[[3-(4,4,5,5-tetramethyl-1,3,2-dioxaborolan-2-yl)phenyl]methyl]morpholine CC1(OB(OC1(C)C)C=1C=C(C=CC1)CN1CCOCC1)C